ClC1=CC(=NC(=N1)SC)NCC=1N=C2N(C=C(C=C2)C2CC2)C1 6-chloro-N-((6-cyclopropylimidazo[1,2-a]pyridin-2-yl)methyl)-2-(methylthio)pyrimidin-4-amine